(2R,3R,4S,5R)-2-(4-aminopyrrolo[2,3-d]pyrimidin-7-yl)-5-(hydroxymethyl)oxolane-3,4-diol NC=1C2=C(N=CN1)N(C=C2)[C@@H]2O[C@@H]([C@H]([C@H]2O)O)CO